NC1=NC=NN2C1=C(C=C2C=2C=C(C(=NC2)OC)C(=O)N[C@@H]2CN(C[C@@H]2F)C(=O)OCC(C(F)(F)F)(F)F)CN2CCC(CC2)(F)F 2,2,3,3,3-pentafluoropropyl (3R,4S)-3-(5-{4-amino-5-[(4,4-difluoropiperidin-1-yl)methyl]pyrrolo[2,1-f][1,2,4]triazin-7-yl}-2-methoxypyridine-3-amido)-4-fluoropyrrolidine-1-carboxylate